3-sulfopropyl-propyl-acrylic acid potassium salt [K+].S(=O)(=O)([O-])CCCC=C(C(=O)[O-])CCC.[K+]